4-(2-acryloyl-2,6-diazaspiro[3.4]octan-6-yl)-6-((5-methyl-1H-indazol-4-yl)ethynyl)pyrimidine-5-carbonitrile C(C=C)(=O)N1CC2(C1)CN(CC2)C2=NC=NC(=C2C#N)C#CC2=C1C=NNC1=CC=C2C